carbonochloridic acid (4-nitrophenyl) ester [N+](=O)([O-])C1=CC=C(C=C1)OC(=O)Cl